COC1=CC=C(C=C1)C(N1C(N[C@H]2[C@@H]1CSC2CCCCC(=O)O)=O)(C2=CC=CC=C2)C2=CC=C(C=C2)OC 5-[(3aR,6aS)-3-[bis(4-methoxyphenyl)-phenyl-methyl]-2-oxo-3a,4,6,6a-tetrahydro-1H-thieno[3,4-d]imidazol-6-yl]pentanoic acid